2-aminoethyl-3-aminopropylmethyldimethoxysilane NCCCO[Si](OC)(C)CCCN